C(C1=CC=CC=C1)OC(=O)NCC1=C(C=C(C=C1)C1=C(C=NC=C1)N1CC2CN(C(C1)C2)C(=O)OC(C)(C)C)C tert-butyl 3-(4-(4-((((benzyloxy) carbonyl) amino) methyl)-3-methylphenyl) pyridin-3-yl)-3,6-diazabicyclo[3.2.1]octane-6-carboxylate